ClC=1C(=C(C=CC1)[C@@H]1N(OCC1)C1=CC(=NC=N1)NC=1C(=CC(=C(C1)NC(C=C)=O)N1CCC(CC1)N1CCN(CC1)C1CCC1)OC)F N-(5-((6-((R)-3-(3-chloro-2-fluorophenyl)isoxazolidine-2-yl)pyrimidine-4-yl)amino)-2-(4-(4-cyclobutylpiperazine-1-yl)piperidine-1-yl)-4-methoxyphenyl)acrylamide